3-Chloro-5-(3-chloro-2-methoxyphenyl)-N-methylpyrido[3,4-c]pyridazin-8-amine ClC1=CC2=C(N=N1)C(=NC=C2C2=C(C(=CC=C2)Cl)OC)NC